2-thiaspiro[3.3]heptan-6-one 2,2-dioxide C1S(CC12CC(C2)=O)(=O)=O